Methyl (S)-3-((2-(1-((tert-butoxycarbonyl)amino)-1,3-dihydrospiro[indene-2,4'-piperidin]-1'-yl)pyrido[2,3-b]pyrazin-6-yl)thio)propanoate C(C)(C)(C)OC(=O)N[C@@H]1C2=CC=CC=C2CC12CCN(CC2)C=2N=C1C(=NC2)N=C(C=C1)SCCC(=O)OC